CC1=C(C(=O)P(C2=C(CC(C=C2)(C)C)C)(C(C2=C(C=C(C=C2C)C)C)=O)=O)C(=CC(=C1)C)C bis(2,4,6-trimethylbenzoyl)-2,4,4-trimethylphenylphosphine oxide